1-(5-chloro-3-fluoropyridin-2-yl)-4-(4-chlorobenzyl)-3-(3-hydroxybicyclo[1.1.1]-pentan-1-yl)piperazine-2,5-dione ClC=1C=C(C(=NC1)N1C(C(N(C(C1)=O)CC1=CC=C(C=C1)Cl)C12CC(C1)(C2)O)=O)F